CS(=O)(=O)O.C(CCCCCCCCCCCCC)(=O)OCCNCCOC(CCCCCCCCCCCCC)=O Azanediylbis(ethane-2,1-diyl) ditetradecanoate methanesulfonic acid salt